[Si](C)(C)(C(C)(C)C)OC[C@@H]1N(C[C@H]1OCOC)C(=O)OCC1=CC=CC=C1 Benzyl (2S,3R)-2-({[tert-butyl(dimethyl)silyl]oxy}methyl)-3-(methoxymethoxy)azetidine-1-carboxylate